Phosphoserin P(=O)(O)(O)OC[C@H](N)C(=O)O